N-(2,6-dimethyl-4-(4,4,5,5-tetramethyl-1,3,2-dioxaborolan-2-yl)benzyl)tetrahydro-2H-pyran-4-sulfonamide plutonium(III) [Pu+3].CC1=C(CNS(=O)(=O)C2CCOCC2)C(=CC(=C1)B1OC(C(O1)(C)C)(C)C)C